ClC=1C=C(C=CC1)NC(=O)NC(CO)C1=CC(=NC=C1)OCC(F)F 1-(3-chlorophenyl)-3-[1-[2-(2,2-difluoro-ethoxy)pyridin-4-yl]-2-hydroxyethyl]urea